BrC1=CC=C2C(C(=CN(C2=C1)C1CC1)CN(CC1=CC(=NC=C1)C)[C@@H]1CN(CCC1)C=1C=NC(=CC1)C)=O 7-bromo-1-cyclopropyl-3-({[(3S)-1-(6-methylpyridin-3-yl)piperidin-3-yl][(2-methylpyridin-4-yl)methyl]amino}methyl)-1,4-dihydroquinolin-4-one